C(C)(C)(C)OC(=O)N1CCC2(CC1)C=CC(CC2)=O.COC2=C(C=C1C(=NC=NC1=C2)NC2=C(C=CC(=C2)C=2C=NC=CC2)OC)OC2CN(CC2)C(C=C)=O 1-(3-((7-methoxy-4-((2-methoxy-5-(pyridin-3-yl)phenyl)amino)quinazolin-6-yl)oxy)pyrrolidin-1-yl)prop-2-en-1-one tert-butyl-9-oxo-3-azaspiro[5.5]undec-7-ene-3-carboxylate